OC1=CC=C(C=C1)C[C@@H](CC(=O)OC)N1N=NC(=C1)CNC (S)-methyl 4-(4-hydroxyphenyl)-3-(4-((methylamino)methyl)-1H-1,2,3-triazol-1-yl)butanoate